5-fluoro-1-(1-methylpyrrolidin-3-yl)-3-phenyl-1H-indole FC=1C=C2C(=CN(C2=CC1)C1CN(CC1)C)C1=CC=CC=C1